(R)-7-bromo-4-chloro-N-(1-methylpiperidin-3-yl)phthalazine-1-amine BrC1=CC=C2C(=NN=C(C2=C1)N[C@H]1CN(CCC1)C)Cl